tert-butyl 4-((6-(5-cyanopyrazin-2-ylamino)-3-(4-(hydroxymethyl)phenyl)pyridazin-4-ylamino)methyl)piperidine-1-carboxylate C(#N)C=1N=CC(=NC1)NC1=CC(=C(N=N1)C1=CC=C(C=C1)CO)NCC1CCN(CC1)C(=O)OC(C)(C)C